C([C@@H]1[C@H]([C@@H]([C@H]([C@H](O1)O[C@@H]2[C@H]([C@@H]([C@H]([C@@H]3[C@H]2OP(=O)(O3)O)O)O)O)N)O)O)O The molecule is a myo-inositol cyclic phosphate that is 1D-myo-inositol 1,2-cyclic phosphate having an alpha-D-glucosaminyl residue attached at the 6-position. It has a role as an epitope. It is a monosaccharide derivative, a myo-inositol cyclic phosphate and a D-glucosaminide. It is a tautomer of a 6-(alpha-D-glucosaminyl)-1D-myo-inositol 1,2-cyclic phosphate zwitterion.